F\C=C(\C1=CC=C(C=C1)C)/O[Si](C)(C)C (Z)-((2-fluoro-1-(p-tolyl)vinyl)oxy)trimethylsilane